3-(5-((1-Cyclobutylpiperidin-4-yl)methyl)-1,4,5,6-Tetrahydropyrrolo[3,4-d]imidazol-2-yl)-5-(1-(3,5-Difluorophenyl)ethoxy)-1H-Indazol C1(CCC1)N1CCC(CC1)CN1CC=2NC(=NC2C1)C1=NNC2=CC=C(C=C12)OC(C)C1=CC(=CC(=C1)F)F